OC[C@@]1(COC[C@@H](O1)N1C=2N=C(NC(C2N=C1)=O)NC(C(C)C)=O)CO[Si](C(C)C)(C(C)C)C(C)C N-[9-[(2R,6R)-6-(hydroxymethyl)-6-(triisopropylsilyloxymethyl)-1,4-dioxan-2-yl]-6-oxo-1H-purin-2-yl]-2-methyl-propionamide